4-((3,5-dibromophenyl)amino)-N-(6-((1,2,3,4-tetrahydroacridin-9-yl)amino)hexyl)quinazolin-7-carboxamide BrC=1C=C(C=C(C1)Br)NC1=NC=NC2=CC(=CC=C12)C(=O)NCCCCCCNC=1C2=CC=CC=C2N=C2CCCCC12